2-(5-(4-(2-(7-amino-2-(furan-2-yl)-[1,2,4]triazolo[1,5-a][1,3,5]triazin-5-ylamino)ethyl)-phenyl)-2H-tetrazol-2-yl)acetonitrile NC1=NC(=NC=2N1N=C(N2)C=2OC=CC2)NCCC2=CC=C(C=C2)C=2N=NN(N2)CC#N